C(C)(=O)N1CC(C1)OC=1C=C2CCN(C(C2=CC1)=O)C[C@@H](CN1CC2=CC=CC=C2CC1)O 6-(1-acetylazetidin-3-yl)oxy-2-[(2R)-3-(3,4-dihydro-1H-isoquinolin-2-yl)-2-hydroxypropyl]-3,4-dihydroisoquinolin-1-one